C(#N)C1=CC=C(C=C1)CNC1=NC(=NC(=C1)N1CCN(CC1)C)NC=1SC(=C(N1)C)C(=O)OCC 2-[[4-[[(4-cyanophenyl)methyl]amino]-6-(4-methyl-1-piperazinyl)-2-pyrimidinyl]amino]-4-methyl-5-thiazolecarboxylic acid, ethyl ester